C(C)(C)(C)OC(=O)N1C2(CCN(C2=O)C=2C=CC(=C(C(=O)O)C2)C)CCCC1 5-(6-(tert-butoxycarbonyl)-1-oxo-2,6-diazaspiro[4.5]decan-2-yl)-2-methylbenzoic acid